Cl.ClC=1C(=C(C=CC1F)NC[C@@H]1OC[C@H](CC1)C(F)(F)F)F (3-chloro-2,4-difluorophenyl)((trans)-5-(trifluoromethyl)tetrahydro-2H-pyran-2-yl)methylamine Hydrochloride salt